NC1(CCN(CC1)C(=O)C=1C2=C(N(N1)CC(=O)N1CCN(CC1)C1=C(C(=CC=C1)C)C)CCC2)C 2-[3-(4-Amino-4-methylpiperidin-1-carbonyl)-5,6-dihydrocyclopenta[c]pyrazol-1(4H)-yl]-1-[4-(2,3-dimethylphenyl)piperazin-1-yl]ethan-1-on